tert-butyl 4-[4-[6-(2,6-dimethylphenyl)-2-[(1-methylpyrazol-4-yl)sulfonylamino]pyrimidin-4-yl]oxyphenyl]-3-fluoro-piperidine-1-carboxylate CC1=C(C(=CC=C1)C)C1=CC(=NC(=N1)NS(=O)(=O)C=1C=NN(C1)C)OC1=CC=C(C=C1)C1C(CN(CC1)C(=O)OC(C)(C)C)F